FC1=C(N=CC2=C1N=C(N=C2N2C[C@@H](NCC2)CC#N)OC[C@H]2N(CCC2)C)C2=CC=CC1=CC=C(C=C21)F 2-((S)-4-(8-Fluoro-7-(7-fluoronaphthalen-1-yl)-2-(((S)-1-methylpyrrolidin-2-yl)methoxy)pyrido[4,3-d]pyrimidin-4-yl)piperazin-2-yl)acetonitrile